FC1=C2C(NC(=NC2=CC(=C1)OCC1CCN(CC1)C(CC)=O)CSC1CCOCC1)=O 5-Fluoro-7-((1-propionylpiperidin-4-yl)methoxy)-2-(((tetrahydro-2H-pyran-4-yl)thio)methyl)quinazolin-4(3H)-one